10-(3''-(benzo[d]thiazol-2-yl)-3',6'-bis(3-(benzo[d]thiazol-2-yl)phenyl)-[1,1':2',1''-terphenyl]-3-yl)-10H-phenothiazine S1C(=NC2=C1C=CC=C2)C=2C=C(C=CC2)C=2C(=C(C=CC2C2=CC(=CC=C2)C=2SC1=C(N2)C=CC=C1)C1=CC(=CC=C1)C=1SC2=C(N1)C=CC=C2)C2=CC(=CC=C2)N2C1=CC=CC=C1SC=1C=CC=CC21